CC1=CC=C2C(=N1)C1(C=N2)CC1 5'-methylspiro[cyclopropane-1,3'-pyrrolo[3,2-b]pyridin]